6-(Azetidin-1-yl)-N-(2-chloro-6-propylimidazo[1,2-b]pyridazine-3-sulfonyl)-4-fluoro-1-benzofuran-2-carboxamide N1(CCC1)C1=CC2=C(C=C(O2)C(=O)NS(=O)(=O)C2=C(N=C3N2N=C(C=C3)CCC)Cl)C(=C1)F